2,2'-(ethylenedioxy)-bis-(ethylamine) C(OCCN)COCCN